CC(CC(C1=CC=CC=C1)N(CC(=O)OC(C)(C)C)C(C(F)(F)F)=O)C tert-butyl 2-[(3-methyl-1-phenyl-butyl)-(2,2,2-trifluoroacetyl)amino]acetate